C(C)C=1SC(=C(N1)C1=NC(=CC=C1)C)OC1=CC(=NC=C1)NC1=NC=C(C(=O)NC)C=C1 6-((4-((2-Ethyl-4-(6-methylpyridin-2-yl)thiazol-5-yl)oxy)pyridin-2-yl)amino)-N-methylnicotinamide